CC1=NC(=C(C2=C1CC(C2)(C(=O)OC)C(=O)OC)C)OCC2CN(C2)C(=O)OC(C)(C)C Dimethyl 1,4-dimethyl-3-[[1-[(2-methylpropan-2-yl)oxycarbonyl]azetidin-3-yl]methoxy]-5,7-dihydrocyclopenta[c]pyridine-6,6-dicarboxylate